BrC=1C=C(C=CC1)C1(CC(C1)OC)C(=O)[O-] (1s,3s)-1-(3-bromophenyl)-3-methoxycyclobutane-1-carboxylate